4-[(hydroxyimino)methyl]-pyridinium ON=CC1=CC=[NH+]C=C1